O1COC2=C1C=CC(=C2)C=2N=C(NC2C2=NC(=CC=C2)C)C21CCC(CC2)(CC1)C(=O)N 4-[4-(1,3-Benzodioxol-5-yl)-5-(6-methyl-2-pyridinyl)-1H-imidazol-2-yl]-bicyclo[2.2.2]octane-1-carboxamide